isononyl isononaneate C(CCCCCC(C)C)(=O)OCCCCCCC(C)C